N-methyl-4-[5-(trifluoromethyl)-1,2,4-oxadiazol-3-yl]thiophenylamide C[N-]C1=CC=C(C=C1)SC1=NOC(=N1)C(F)(F)F